COC(=O)C=1C=2C(=CN(C2N=CC1)CC1=CC=C(C=C1)OC)C=O 1-(p-methoxybenzyl)-3-formyl-7-azaindole-4-carboxylic acid methyl ester